O(O)C(C=CC=CC=CC=CC=CC(=O)O)CCCCCCCC 12-hydroperoxy-eicosapentaenoic acid